N[C@H](C(=O)O)CNC(=N)N L-2-amino-3-guanidinopropionic acid